CC1=C(C=2C=NC=CC2N1)CCN 2-(2-methyl-1H-pyrrolo[3,2-c]pyridin-3-yl)ethane-1-amine